FC1CCC(CC1)N1C(N([C@H](C1)C#N)C1=CN=CC2=CC=CC=C12)=O |r| Racemic-1-(4-fluorocyclohexyl)-3-(isoquinolin-4-yl)-2-oxoimidazolidine-4-carbonitrile